C(C=C)(=O)N1C[C@@H](CC1)N1N=C(C(=C1)C(=O)N)C1=CC=C(C=C1)OC1=CC=CC=C1 (R)-1-(1-acryloylpyrrolidine-3-yl)-3-(4-phenoxyphenyl)-1H-pyrazole-4-carboxamide